S1CCN(CC1)C(=O)N 1,4-thiazinane-4-carboxamide